C(#N)C=1C=C(C=CC1F)C1CN2[C@H](CO1)CN(CC2)C(=O)OC(C)(C)C tert-butyl (9aS)-3-(3-cyano-4-fluorophenyl)hexahydropyrazino[2,1-c][1,4]oxazine-8(1H)-carboxylate